tert-butyl-(2R,4R)-1-(3-chloro-2-fluorobenzyl)-4-((6-chloro-3-fluoro-4-(2-hydroxypropan-2-yl) pyridin-2-yl) methyl)-2-methylpiperidine-4-carboxylate C(C)(C)(C)OC(=O)[C@]1(C[C@H](N(CC1)CC1=C(C(=CC=C1)Cl)F)C)CC1=NC(=CC(=C1F)C(C)(C)O)Cl